NC=1C=C(C(=O)O)C=C(C1)NC(C)C 3-amino-5-(isopropylamino)benzoic acid